O.C1(CCCCC1)N1N=C(C2=C1SC(=C2)C(=O)NC=2C=NC(=CC2)N2CCC(CC2)O)C 1-cyclohexyl-N-[6-(4-hydroxy-1-piperidinyl)-3-pyridinyl]-3-methyl-1H-thieno[2,3-c]pyrazole-5-carboxamide monohydrate